2-(1-methyl-1,2,3,6-tetrahydropyridin-4-yl)-4-(2-methyl-3-(4-oxoquinazolin-3(4H)-yl)phenyl)-1H-indole-7-carboxamide CN1CCC(=CC1)C=1NC2=C(C=CC(=C2C1)C1=C(C(=CC=C1)N1C=NC2=CC=CC=C2C1=O)C)C(=O)N